Oleoylserine C(CCCCCCC\C=C/CCCCCCCC)(=O)N[C@@H](CO)C(=O)O